FC(C/C(=C/C=1C=C2C(=NNC2=CC1)F)/C1=CC=CC=C1)(F)F (Z)-4,4,4-trifluoro-1-(3-fluoro-1H-indazol-5-yl)-2-phenylbut-1-en